FC=1C=C(C=C(C1F)N1CCNCC1)C=1C=C2C(=NC1)NC=C2C2=CC1=C(C=N2)N=C(N1C(C)C)C 6-(5-(3,4-difluoro-5-(piperazin-1-yl)phenyl)-1H-pyrrolo[2,3-b]pyridin-3-yl)-1-isopropyl-2-methyl-1H-imidazo[4,5-c]pyridine